N1C(=NC2=C1C=CC=C2)C(C=O)C=O 1H-BENZIMIDAZOL-2-YLMALONALDEHYDE